ClC=1C(=C2C=NNC2=C(C1F)N(CC)CC)C=1C=CC=2N(C1)C=C(N2)NC(=O)[C@H]2[C@H](C2)F (1S,2S)-N-(6-(5-chloro-7-(diethylamino)-6-fluoro-1H-indazol-4-yl)imidazo[1,2-a]pyridin-2-yl)-2-fluorocyclopropane-1-carboxamide